5-(((4-bromo-2,2-dimethyl-1,1-dioxido-3-oxo-2,3-dihydrobenzo[b]thiophen-5-yl)amino)methylene)-2,2-dimethyl-1,3-dioxane-4,6-dione BrC1=C(C=CC=2S(C(C(C21)=O)(C)C)(=O)=O)NC=C2C(OC(OC2=O)(C)C)=O